C(CC(=O)O)C(=O)O ethane-1,2-dicarboxylic acid